6-(2,6-dichlorophenyl)-2-[(4-{[2-(dimethylamino)ethyl](methyl)amino}phenyl)amino]-8-methyl-5-[2-(triisopropylsilyl)ethynyl]pyrido[2,3-d]pyrimidin-7-one ClC1=C(C(=CC=C1)Cl)C1=C(C2=C(N=C(N=C2)NC2=CC=C(C=C2)N(C)CCN(C)C)N(C1=O)C)C#C[Si](C(C)C)(C(C)C)C(C)C